C(C1=CC=CC=C1)OC1=C(C(=C(C=C1)Cl)Cl)I 1-benzyloxy-3,4-dichloro-2-iodobenzene